4-fluoro-1-[2-(1-methyl-1H-1,2,3-triazol-5-yl)acetyl]-N-{phenyl[4-(propan-2-yl)phenyl]methyl}pyrrolidine-2-carboxamide FC1CC(N(C1)C(CC1=CN=NN1C)=O)C(=O)NC(C1=CC=C(C=C1)C(C)C)C1=CC=CC=C1